Methyl 2-Fluoro-5-((4-(2-(Methylamino)Ethoxy)Benzamido)Methyl)Benzoate FC1=C(C(=O)OC)C=C(C=C1)CNC(C1=CC=C(C=C1)OCCNC)=O